(E)-N-(2-benzoyl-3-phenylallyl)-4-methoxybenzenesulfonamide C(C1=CC=CC=C1)(=O)\C(\CNS(=O)(=O)C1=CC=C(C=C1)OC)=C\C1=CC=CC=C1